C(C1=CC=C(C=C1)OC)(=O)N(C(C1=CC=C(C=C1)OC)=O)C(C1=CC=C(C=C1)OC)=O tris(p-anisoyl)amine